O=C1NC(CCC1N1C(C2=CC=CC(=C2C1=O)NCCCCC(=O)NC=1C(=CC(=C(C(=O)NC2=NC(=CC=C2)C2=NN=CN2C(C)C)C1)F)F)=O)=O 5-(5-((2-(2,6-dioxopiperidin-3-yl)-1,3-dioxoisoindolin-4-yl)amino)pentanamido)-2,4-difluoro-N-(6-(4-isopropyl-4H-1,2,4-triazol-3-yl)pyridin-2-yl)benzamide